1-(2-((5-([1,2,4]triazolo[1,5-a]pyridin-6-yl)-4-methoxy-7H-pyrrolo[2,3-d]pyrimidin-2-yl)amino)-7-azaspiro[3.5]nonan-7-yl)ethan-1-one N=1C=NN2C1C=CC(=C2)C2=CNC=1N=C(N=C(C12)OC)NC1CC2(C1)CCN(CC2)C(C)=O